CCOC(=O)CCC1CCC(CC1)NC(=O)OC(C)(C)C ethyl 3-((1r,4r)-4-((tert-butoxycarbonyl)amino)cyclohexyl)propanoate